NCCCOCCOCCOCCOCCCN Triethylene glycol bis(3-aminopropyl) ether